CCC\C=C/CCC (Z)-4-octene